C12C(=CC(CC1)C2)OC(=O)C(CC[C@H](N)C(=O)O)CN 5-norbornene-2-yloxycarbonyl-L-lysine